C(C)N(CCOCCOC=1C=C(C(=O)O)C=CC1)CCOC1=CC=C(C=C1)OC1=C(C=CC2=CC(=CC=C12)O)C1=CC=C(C=C1)S(=O)(=O)C 3-(2-(2-(ethyl(2-(4-((6-hydroxy-2-(4-(Methylsulfonyl)phenyl)naphthalen-1-yl)oxy)phenoxy)ethyl)amino)ethoxy)ethoxy)benzoic acid